ClC1=C(C=CC=C1)S(=O)(=O)NC1=NC(=C(C=C1)C=1C=C2C=NC(=NC2=CC1C)NC1CCC(CC1)N(C)C)OC 2-chloro-N-(5-(2-(((1r,4r)-4-(dimethylamino)cyclohexyl)amino)-7-methylquinazolin-6-yl)-6-methoxypyridin-2-yl)benzenesulfonamide